4,4,9,9-tetrahexadecyl-2,7-bis(methylthio)-4,9-dihydro-s-indaceno[1,2-b:5,6-b']dithiophene C(CCCCCCCCCCCCCCC)C1(C2=CC3=C(C(C4=C3SC(=C4)SC)(CCCCCCCCCCCCCCCC)CCCCCCCCCCCCCCCC)C=C2C=2SC(=CC21)SC)CCCCCCCCCCCCCCCC